OC1=CC=C2C=C(C=C(C2=C1\N=N\C1=CC=C(C2=CC=CC=C12)S(=O)(=O)[O-])S(=O)(=O)[O-])S(=O)(=O)[O-] 7-hydroxy-8-[(E)-(4-sulfonato-1-naphthyl)-diazenyl]-1,3-naphthalenedisulfonate